[6-[4-(trifluoromethyl)phenyl]-3-pyridinyl]methanol FC(C1=CC=C(C=C1)C1=CC=C(C=N1)CO)(F)F